CC1(OC(C2=CC=CC=C12)=O)C 3,3-dimethyl-Isobenzofuran-1(3H)-one